COC1=CC=C(C=C1)N1N=NC(=C1)C=1C=CC=2NC3=CC=C(C=C3C2C1)C=1N=NN(C1)C1=CC=C(C=C1)OC 3,6-bis(1-(4-methoxyphenyl)-1H-1,2,3-triazol-4-yl)-9H-carbazole